7-chloro-3-(2-chloro-6-methylphenyl)-1-methyl-1,6-naphthyridin-2-one ClC1=NC=C2C=C(C(N(C2=C1)C)=O)C1=C(C=CC=C1C)Cl